ClC(Cl)(Cl)C1=NN=NC=C1 (trichloromethyl)triazine